chloro-10-(2,4-difluorophenyl)-7-((R)-3-methylpiperazin-1-yl)-2,3-dihydro-5H-[1,4]thiazino[2,3,4-ij]quinazolin-5-one ClC1CN2C(N=C(C3=CC=C(C(=C23)S1)C1=C(C=C(C=C1)F)F)N1C[C@H](NCC1)C)=O